CN(S(=O)(=O)N([C@@H]1[C@@H](N(CC1)C(=O)OC(C)(C)C)COC1CCC(CC1)C1=CC(=CC=C1)OS(=O)(=O)C(F)(F)F)CC1=CC=C(C=C1)OC)C tert-butyl (2R,3S)-3-((N,N-dimethylsulfamoyl)(4-methoxybenzyl)amino)-2-(((4-(3-(((trifluoromethyl)sulfonyl)oxy)phenyl)cyclohexyl)oxy)methyl)pyrrolidine-1-carboxylate